NCCS(=O)(=O)NCC1(CN(C1)S(=O)(=O)C1=C(C=C(C=C1)Cl)Cl)COC1=CC(=C(C=C1)C#N)F 2-Amino-N-((3-((4-cyano-3-fluorophenoxy)methyl)-1-((2,4-dichlorophenyl)sulfonyl)azetidin-3-yl)methyl)ethane-1-sulfonamide